Methyl 3-(3,3-difluorocyclobutyl)-1H-pyrazole-5-carboxylate FC1(CC(C1)C1=NNC(=C1)C(=O)OC)F